OC1=C(C=CC(=C1)C(F)(F)F)C1=C(C=C(N=N1)N[C@H]1CN(CCC1)C(=O)C1CC(CCC1)O)C ((R)-3-((6-(2-hydroxy-4-(trifluoromethyl)phenyl)-5-methylpyridazin-3-yl)amino)piperidin-1-yl)(3-hydroxycyclohexyl)methanone